C(#N)Cl Cyanochlorid